disodium dihydroxyethyl sulfoundecylenate S(=O)(=O)(O)C(C(=O)OCC(O)O)CCCCCCCC=C.[Na].[Na]